(3S,5R)-3-fluoro-1-methyl-5-[(1-methyl-1H-pyrazol-4-yl)(sulfamoyl)-amino]-piperidin-1-ium trifluoroacetate salt FC(C(=O)[O-])(F)F.F[C@@H]1C[NH+](C[C@@H](C1)N(S(N)(=O)=O)C=1C=NN(C1)C)C